(S)-3-(5-(2,5-difluorophenyl)thiophen-2-yl)-3-(3-(4-hydroxy-1-methyl-2-oxo-1,2-dihydropyridin-3-yl)ureido)propionic acid FC1=C(C=C(C=C1)F)C1=CC=C(S1)[C@H](CC(=O)O)NC(=O)NC=1C(N(C=CC1O)C)=O